3-(2,6-difluoro-4-((R)-2-oxo-4-((5-(spiro[3.3]heptan-2-yl)-1,3,4-oxadiazol-2-yl)amino)pyrrolidin-1-yl)phenyl)-1-(hydroxymethyl)piperidine-2,6-dione FC1=C(C(=CC(=C1)N1C(C[C@H](C1)NC=1OC(=NN1)C1CC2(C1)CCC2)=O)F)C2C(N(C(CC2)=O)CO)=O